C(=O)(O)C1=CC=C(C[C@@H](N)C(=O)O)C=C1 D-4-carboxyphenylalanine